C(#N)C1=CC=CC2=C1SC=C2C2C(=C(NC(=C2C(=O)OC)C2CC2)C2CC2)C(=O)OC Dimethyl 4-(7-cyanobenzo[b]thiophen-3-yl)-2,6-dicyclopropyl-1,4-dihydropyridine-3,5-dicarboxylate